ClC1=C(OC=2C=CC3=C(CCCC(N3C)=O)C2)C(=CC(=C1)[N+](=O)[O-])Cl 7-(2,6-dichloro-4-nitro-phenoxy)-1-methyl-4,5-dihydro-3H-1-benzazepin-2-one